4-(2-(5-methyl-7-(4,4,5,5-tetramethyl-1,3,2-dioxaborolan-2-yl)-3,4-dihydroisoquinolin-2(1H)-yl)ethyl)morpholine CC1=C2CCN(CC2=CC(=C1)B1OC(C(O1)(C)C)(C)C)CCN1CCOCC1